NC1=NC(=CC(=N1)N1[C@H](COCCC1)C1=C(C=C(C=C1)NC(C(C)(C)O)=O)Cl)C (S)-N-(4-(4-(2-amino-6-methylpyrimidin-4-yl)-1,4-oxazepan-3-yl)-3-chlorophenyl)-2-hydroxy-2-methylpropanamide